C(CC)(=O)OC1=C(C(=C(C(=C1)C(C)(C)C)O)C(C)(C)C)CCCCCCCCCCCCCCCCCC (octadecyl 3,5-di-t-butyl-4-hydroxyphenyl) propionate